3,5-difluoro-4-((7-(2-methoxyethoxy)-1,5-naphthyridin-4-yl)oxy)aniline FC=1C=C(N)C=C(C1OC1=CC=NC2=CC(=CN=C12)OCCOC)F